2-(1-(4-(5-chloro-2-(1H-tetrazol-1-yl)phenyl)-5-fluoro-2-oxopyridin-1(2H)-yl)-2-(tetrahydro-2H-pyran-2-yl)ethyl)-1H-benzo[D]imidazole-5-carboxylic acid ClC=1C=CC(=C(C1)C1=CC(N(C=C1F)C(CC1OCCCC1)C1=NC2=C(N1)C=CC(=C2)C(=O)O)=O)N2N=NN=C2